(R)-(4-Bromophenyl)(Phenyl)Methanamine BrC1=CC=C(C=C1)[C@H](N)C1=CC=CC=C1